6-(3-chloro-6-fluorobenzo[b]thiophene-2-carboxamido)-2,4,5-trimethylpyridin-3-yl morpholine-4-carboxylate N1(CCOCC1)C(=O)OC=1C(=NC(=C(C1C)C)NC(=O)C1=C(C2=C(S1)C=C(C=C2)F)Cl)C